C(CCC)OC1=CC=C(C=C1)C=C=C 4-n-butoxyphenyl-allene